S1C=NC2=C1C=C(C=C2)\C=C/2\C(NC(N2)=S)=O (5Z)-5-(1,3-benzothiazol-6-ylmethylene)-2-thioxo-imidazolidin-4-one